[Si](C)(C)(C(C)(C)C)OC1=CC=C(C[Mg]Cl)C=C1 4-((tert-butyldimethylsilyl)oxy)benzylmagnesium chloride